O1C=CC2=C1C(=CC=C2)P(N(C2CCCCC2)P(C2=CC=C(C=C2)[Si](CCCC)(CCCC)CCCC)C2=CC=CC=1C=COC12)C1=CC=C(C=C1)[Si](CCCC)(CCCC)CCCC 1-(benzofuran-7-yl)-N-(benzofuran-7-yl(4-(tributylsilyl)phenyl)phosphaneyl)-N-cyclohexyl-1-(4-(tributylsilyl)phenyl)phosphanamine